C(CCCCCCCCCCCC)N1C(=NC2=C1C=CC=C2)CC 1-tridecyl-2-ethylbenzimidazole